N1=CNC2=C1C=CC(=C2)C=O (5)-benzimidazolealdehyde